N-(3-amino-7-bromo-4-(2-chloro-5-fluorophenoxy)-1-(methylsulfonyl)-1H-indazol-5-yl)-3-fluoro-5-(trifluoromethyl)benzamide NC1=NN(C2=C(C=C(C(=C12)OC1=C(C=CC(=C1)F)Cl)NC(C1=CC(=CC(=C1)C(F)(F)F)F)=O)Br)S(=O)(=O)C